(chloromethyl)-5-cyclopropyl-3-(oxazolidin-4-yl)-1,2-oxazole ClCC=1C(=NOC1C1CC1)C1NCOC1